C1(=CC=CC2=CC=CC=C12)/C=C/C(=O)N1C(OCC1)=O (E)-3-(3-(naphth-1-yl)acryloyl)oxazolidin-2-one